CN1N=C(CCC1=O)C 2,6-dimethyl-4,5-dihydropyridazin-3(2H)-one